(2-chlorophenyl)-4H-thieno[3,2-b]pyrrole-5-carboxamide ClC1=C(C=CC=C1)C1=CC=2NC(=CC2S1)C(=O)N